benzo[d]isothiazol-3-amine S1N=C(C2=C1C=CC=C2)N